tert-butyl (2R,5S)-5-[2-(4-chloro-3-fluorophenoxy)acetamido]-2-[(2,2-difluoro-2H-1,3-benzodioxol-5-yl)carbamoyl]piperidine-1-carboxylate ClC1=C(C=C(OCC(=O)N[C@H]2CC[C@@H](N(C2)C(=O)OC(C)(C)C)C(NC2=CC3=C(OC(O3)(F)F)C=C2)=O)C=C1)F